2-((4-methoxyphenyl)sulfonamido)-4-methyl-N-(thiazol-2-yl)benzamide COC1=CC=C(C=C1)S(=O)(=O)NC1=C(C(=O)NC=2SC=CN2)C=CC(=C1)C